4-((6-(((6aS,8R)-6a-ethyl-2-(2-hydroxyphenyl)-5,6,6a,7,8,9-hexahydro-pyrrolo[1',2':4,5]pyrazino[2,3-c]pyridazin-8-yl)oxy)pyridin-3-yl)methyl)piperazin C(C)[C@@]12N(C=3C(=NN=C(C3)C3=C(C=CC=C3)O)NC1)C[C@@H](C2)OC2=CC=C(C=N2)CN2CCNCC2